4-((2,4-dimethoxybenzyl)amino)-1,3-dihydrofuro[3,4-c][1,8]naphthyridine-8-carboxylic acid COC1=C(CNC2=NC=3N=CC(=CC3C3=C2COC3)C(=O)O)C=CC(=C1)OC